hypobromous acid, chloride BrCl